1-(4-Ethoxy-2-hydroxyphenyl)-3-phenylprop-2-en-1-one C(C)OC1=CC(=C(C=C1)C(C=CC1=CC=CC=C1)=O)O